N-(3-oxo-4,6-diphenyl-pyrazin-2-yl)benzenesulfonamide O=C1C(=NC(=CN1C1=CC=CC=C1)C1=CC=CC=C1)NS(=O)(=O)C1=CC=CC=C1